(1R)-cis-3-oxo-2-pentyl-1-cyclopentanecarboxylic acid methyl ester COC(=O)[C@H]1[C@H](C(CC1)=O)CCCCC